methyl 2-amino-4-cyclopropyl-1,3-benzothiazole-6-carboxylate NC=1SC2=C(N1)C(=CC(=C2)C(=O)OC)C2CC2